4-anilino-5-methyl-pyrimidin N(C1=CC=CC=C1)C1=NC=NC=C1C